CN1N=C2C(NC(C=C2NC(C)C2=NC=CC=N2)=O)=C1 2-methyl-7-((1-(pyrimidin-2-yl)ethyl)amino)-2H-pyrazolo[4,3-b]pyridin-5(4H)-one